FC1=C(C=CC=C1)C1=CC=C(C=C1)NC(CCC(=O)N1C=2N(CCC1)N=C(C2)C)=O N-(2'-fluoro-[1,1'-biphenyl]-4-yl)-4-(2-methyl-6,7-dihydropyrazolo[1,5-a]pyrimidin-4(5H)-yl)-4-oxobutanamide